C(C1=CC=CC=C1)O[C@]1(C2=NN=C(C=3C(=CC(=C(NC(CC=CCC1)(C)COCC1=CC=CC=C1)N3)C(F)(F)F)[N+](=O)[O-])O2)C(F)(F)F (6R)-6-benzyloxy-12-(benzyloxymethyl)-12-methyl-17-nitro-6,15-bis(trifluoromethyl)-19-oxa-3,4,13,18-tetrazatricyclo[12.3.1.12,5]nonadeca-1(18),2,4,9,14,16-hexaene